O=C1N(CCC1)C1=CC=C(C=C1)NC(=O)C1=NNC=N1 N-[4-(2-oxo-1-pyrrolidinyl)phenyl]-1H-1,2,4-triazole-3-carboxamide